4-fluoro-N-(4-(1,2,3,6-tetrahydropyridin-4-yl)phenyl)isoindoline-2-carboxamide hydrochloride Cl.FC1=C2CN(CC2=CC=C1)C(=O)NC1=CC=C(C=C1)C=1CCNCC1